1-(methoxyacetyl)-4-[2-methyl-4-({(1R)-1-[2-methyl-3-(trifluoromethyl)phenyl]ethyl}amino)pyrido[3,4-d]pyrimidin-6-yl]-1,4lambda5-azaphosphinan-4-one COCC(=O)N1CCP(CC1)(=O)C1=CC2=C(N=C(N=C2N[C@H](C)C2=C(C(=CC=C2)C(F)(F)F)C)C)C=N1